C(C)(C)(C)OC(=O)N([C@H](C(=O)N[C@H](C(=O)N1[C@@H](CCC1)C(=O)N[C@H](C(=O)OCC1=CC=CC=C1)C(C1=CC=CC=C1)C1=CC=CC=C1)C1CCCCC1)C)C benzyl (S)-2-((S)-1-((S)-2-((S)-2-((tert-butoxycarbonyl) (methyl) amino) propionylamino)-2-cyclohexylacetyl) pyrrolidine-2-carboxamido)-3,3-diphenylpropionate